(2S,3S,4R,5R)-2-((R)-6-chloroisochroman-1-yl)-5-(4-methyl-7H-pyrrolo[2,3-d]pyrimidin-7-yl)tetrahydrofuran-3,4-diol ClC=1C=C2CCO[C@H](C2=CC1)[C@H]1O[C@H]([C@@H]([C@@H]1O)O)N1C=CC2=C1N=CN=C2C